FC1(CCC(CC1)C(C(=O)OCC)C(=O)/N=C/N(C)C)F ethyl 2-(4,4-difluorocyclohexyl)-3-[(E)-dimethylaminomethyleneamino]-3-oxo-propanoate